NC1=NC=NN2C1=C(C=C2C=2C=C(C(=NC2)OC)C(=O)N[C@@H]2CN(C[C@@H]2F)C2CCC1=CC=C(C=C21)F)C(F)(F)F 5-[4-amino-5-(trifluoromethyl)pyrrolo[2,1-f][1,2,4]triazin-7-yl]-N-[(3R,4S)-4-fluoro-1-(6-fluoro-2,3-dihydro-1H-inden-1-yl)pyrrolidin-3-yl]-2-methoxypyridine-3-carboxamide